icosasphingosine CCCCCCCCCCCCCCC/C=C/[C@H]([C@H](CO)N)O